N1CNCC(=C1)C(=O)[O-] 1,2,3,4-tetrahydropyrimidine-5-carboxylate